carboxyethyl-N'-hydroxyethyl-ethylenediamine sodium [Na].C(=O)(O)CCN(CCN)CCO